2,2-difluoro-2-phenylacetamide FC(C(=O)N)(C1=CC=CC=C1)F